racemic-2-methyl-2-propanesulfonamide CC(C)(C)S(=O)(=O)N